2-chloro-N-(2-((1s,4s)-4-methoxycyclohexyl)propan-2-yl)acetamide ClCC(=O)NC(C)(C)C1CCC(CC1)OC